(1S,3S)-3-((2-cyclopropyl-6-(5-((((3,3-difluoropropyl)(methyl)aminocarbonyl)oxy)methyl)-1-Methyl-1H-1,2,3-triazol-4-yl)pyridin-3-yl)oxy)cyclohexane-1-carboxylic acid C1(CC1)C1=NC(=CC=C1O[C@@H]1C[C@H](CCC1)C(=O)O)C=1N=NN(C1COC(=O)N(C)CCC(F)F)C